BrC1=CC=CC(=N1)OCC=1C=C2CNCC2=CC1 5-[(6-bromo-2-pyridyl)oxymethyl]isoindoline